C(C)(C)C1=NC(=CC(=C1)N)C(C)C 2,6-diisopropyl-4-aminopyridine